C(CC)(C(=O)O)(C(=O)O)C(=O)O.C(C)N(C(=O)[C@H]1CN(C)[C@@H]2CC3=CNC4=CC=CC(C2=C1)=C34)C3CC3 N-ethyl-N-cyclopropyl-lysergamide propanetricarboxylate